The molecule is an ammonium ion obtained by protonation of the amino group of (2R)-1-aminopropan-2-ol. It is a conjugate acid of a (2R)-1-aminopropan-2-ol. C[C@H](C[NH3+])O